Dibenzyl cyclopent-3-ene-1,1-dicarboxylate C1(CC=CC1)(C(=O)OCC1=CC=CC=C1)C(=O)OCC1=CC=CC=C1